C(C=C)(=O)OCCC(CCOC(C=C)=O)C 3-methyl-1,5-pentanediol di(acrylate)